S1C(=NC2=C1C=CC=C2)NC(=O)C=2C=CC=C1CCN(CC21)C2=CC=C(C(=N2)C(=O)OC(C)(C)C)C2=C(C(=CC=C2)OCCCC2CCN(CC2)C(=O)OC(C)(C)C)C tert-butyl 6-(8-(benzo[d]thiazol-2-ylcarbamoyl)-3,4-dihydroisoquinolin-2(1H)-yl)-3-(3-(3-(1-(tert-butoxycarbonyl)piperidin-4-yl)propoxy)-2-methylphenyl)picolinate